NC1=C(C(=CC=C1F)[N+](=O)[O-])N1[C@@H](CCC1)CNC(OC(C)(C)C)=O (S)-tert-Butyl (1-(2-amino-3-fluoro-6-nitrophenyl)pyrrolidin-2-yl)methylcarbamate